2-((4-(1H-imidazol-1-yl)benzyl)thio)-4-ethyl-6-(4-methyl-1,4-diazepan-1-Yl)pyridine-3,5-dicarbonitrile N1(C=NC=C1)C1=CC=C(CSC2=NC(=C(C(=C2C#N)CC)C#N)N2CCN(CCC2)C)C=C1